FC=1N=CC(=NC1)C=1CCN(CC1)C(=O)OCC1=CC=CC=C1 benzyl 4-(5-fluoropyrazin-2-yl)-3,6-dihydropyridine-1(2H)-carboxylate